tert-butyl 4-(3-chloro-5-methyl-6-oxo-8H-pyrimido[5,4-c]pyridazin-7-yl)-3,4-dihydro-2H-quinoline-1-carboxylate ClC1=CC2=C(N=N1)CN(C(N2C)=O)C2CCN(C1=CC=CC=C21)C(=O)OC(C)(C)C